FC1=CC=C(C=C1)NC(=O)NC=1SC(=NN1)C1=CC(=CC=C1)OC 1-(4-fluorophenyl)-3-(5-(3-methoxyphenyl)-1,3,4-thiadiazol-2-yl)urea